1H-indole-2,5-dicarboxylic acid N1C(=CC2=CC(=CC=C12)C(=O)O)C(=O)O